1-bromo-2-[1-(dicyclohexylphosphino)ethyl]ferrocene Br[C-]1C(=CC=C1)C(C)P(C1CCCCC1)C1CCCCC1.[CH-]1C=CC=C1.[Fe+2]